1-(9Z-pentadecenoyl)-2-(13Z,16Z-docosadienoyl)-glycero-3-phospho-(1'-sn-glycerol) CCCCC/C=C\CCCCCCCC(=O)OC[C@H](COP(=O)(O)OC[C@H](CO)O)OC(=O)CCCCCCCCCCC/C=C\C/C=C\CCCCC